1-(3-(1-(Dimethylamino)ethyl)phenyl)-3-(3-(2-methoxyethyl)-2,4-dioxo-1-(2-(piperidin-1-yl)ethyl)-1,2,3,4-tetrahydroquinazolin-6-yl)urea CN(C(C)C=1C=C(C=CC1)NC(=O)NC=1C=C2C(N(C(N(C2=CC1)CCN1CCCCC1)=O)CCOC)=O)C